ClC1=NC=C(C(=N1)C(=O)O)C 2-chloro-5-methylpyrimidine-4-carboxylic acid